2-azidoethyl-N,N-dimethyl-ammonium chloride [Cl-].N(=[N+]=[N-])CC[NH+](C)C